CN1C(C=CC=2C(=CC=NC12)N1CCC(CC1)CNS(=O)(=O)NC(OC(C)(C)C)=O)=O tert-butyl (N-((1-(8-methyl-7-oxo-7,8-dihydro-1,8-naphthyridin-4-yl)piperidin-4-yl)methyl)sulfamoyl)carbamate